NCCCN(CCCN)CC=C N,N-bisaminopropyl-allylamine